1-(((methyl-(2-(phosphonooxy)ethyl)carbamoyl)oxy)methyl)piperidin-1-ium CN(C(=O)OC[NH+]1CCCCC1)CCOP(=O)(O)O